FC1=C(C(=C(C=C1OC)OC)F)N1C(N(C2=C(C1)C=NC(=C2)CNC(C=C)=O)[C@@H]2COCC2)=O (S)-N-((3-(2,6-difluoro-3,5-dimethoxyphenyl)-2-oxo-1-(tetrahydrofuran-3-yl)-1,2,3,4-tetrahydropyrido[4,3-d]pyrimidin-7-yl)methyl)acrylamide